3-piperazin-1-yl-5-ethyl-5H-indolo[3,2-c]quinoline N1(CCNCC1)C1=CC=C2C=3C(=CN(C2=C1)CC)C1=CC=CC=C1N3